C(C)(C)(C)C=1C=C(C=C(C1O)C(C)(C)C)CCC(=O)OCCCC butyl 3-(3,5-di-tert-butyl-4-hydroxyphenyl)propanoate